ClC=1C=CC=C2[C@H](CCOC12)NC(=O)NC1=NN(C=C1)C1=NC=CC=C1 1-[(4S)-8-chlorochroman-4-yl]-3-[1-(2-pyridyl)pyrazol-3-yl]urea